2-amino-5-(trifluoromethoxy)benzene NC1=CC=C(C=C1)OC(F)(F)F